OCC1=CC=C(O1)C1=NN(C2=CC=CC=C12)CC1=CC=CC=C1 3-(5'-hydroxymethyl-2-furyl)-1-benzylindazole